BrC1=C(C=C2NC(C=3N(C2=C1C)C(=NN3)CCOC)(C)C)F 8-bromo-7-fluoro-1-(2-methoxyethyl)-4,4,9-trimethyl-4,5-dihydro-[1,2,4]triazolo[4,3-a]quinoxaline